C(C)(C)(C)OC(=O)N1C[C@H](CC=C1OS(=O)(=O)C(F)(F)F)C.CC=1C=C(C=CC1C)C1=CC[C@@H](CN1C(=O)OC(C)(C)C)C |&1:33| tert-Butyl rac-(3S)-6-(3,4-dimethylphenyl)-3-methyl-3,4-dihydro-2H-pyridine-1-carboxylate tert-Butyl-(3S)-3-methyl-6-(trifluoromethylsulfonyloxy)-3,4-dihydro-2H-pyridine-1-carboxylate